(Z)-2-(4-(benzyloxy)phenyl)-N-hydroxyiminoacetyl-iminochloride C(C1=CC=CC=C1)OC1=CC=C(C=C1)/C(/C(=O)N(Cl)Cl)=N/O